[Ca+2].CS(=O)(=O)C1=CC=C(C=C1)N[C@@H](CO)C(=O)[O-].CS(=O)(=O)C1=CC=C(C=C1)N[C@@H](CO)C(=O)[O-] (2S,3R)-p-methylsulfonyl-phenylserine calcium salt